C(C)C(CC)(CCCCCCCCCCCCCCCC)C1C(N=NO1)=O 5-(3-ethylnonadecan-3-yl)-1,2,3-oxadiazol-4(5H)-one